7-butyl-5-[(3-fluorophenyl)methyl]-5H,6H,7H,8H,9H,10H-cyclohepta[b]indole-4-carboxylic acid C(CCC)C1CCCC2=C(N(C3=C(C=CC=C23)C(=O)O)CC2=CC(=CC=C2)F)C1